(2R)-N-(4-(2-(2-(1-(4-bromophenyl)-4-(4-fluorophenyl)-1H-pyrazol-3-yl)-4-oxooxazolidin-3-yl)ethyl)phenyl)acetamide BrC1=CC=C(C=C1)N1N=C(C(=C1)C1=CC=C(C=C1)F)[C@H]1OCC(N1CCC1=CC=C(C=C1)NC(C)=O)=O